N-[((3S)-oxolan-3-yl)methyl]-2-[4-({[(4-chlorophenyl)methyl]amino}carbonylamino)phenyl]acetamide O1C[C@@H](CC1)CNC(CC1=CC=C(C=C1)NC(=O)NCC1=CC=C(C=C1)Cl)=O